NC1=NC=C(C=N1)Br 2-amino-5-bromo-pyrimidine